methyl-1-(4-(2,6-bis(benzyloxy)pyridin-3-yl)-3,5-difluorophenyl)azetidine sodium ribosyl-phosphate C1([C@H](O)[C@H](O)[C@H](O1)CO)OP(=O)([O-])[O-].[Na+].CC1N(CC1)C1=CC(=C(C(=C1)F)C=1C(=NC(=CC1)OCC1=CC=CC=C1)OCC1=CC=CC=C1)F.[Na+]